COC1=C(C(=CC(=C1)C=C)\N=N\C1=CC=C(C=C1)C=C)O (E)-2-methoxy-4-vinyl-6-((4-vinylphenyl)diazenyl)phenol